6,7-dichloro-3-(1H-pyrazol-4-yl)-2-(4H-1,2,4-triazol-3-yl)-1H-indole ClC1=CC=C2C(=C(NC2=C1Cl)C1=NN=CN1)C=1C=NNC1